trimethyl-1H-pyrazole-3-carboxamide CC1=C(C(=NN1C)C(=O)N)C